NC1=C(C=CC(=C1F)NCC1=CC=C(C=C1)C(F)(F)F)NC([C@@H]([C@@H](CCCCCC)F)F)=O (2S,3R)-N-(2-Amino-3-fluoro-4-((4-(trifluoromethyl)benzyl)amino)phenyl)-2,3-difluorononanamid